CC1=C(C(=O)P(C2=CC=CC=C2)=O)C(=CC(=C1)C)C 2,4,6-trimethylbenzoyl-phenyl-phosphine oxide